Benzenedicarboxyamide C=1(C(=CC=CC1)CC(=O)N)CC(=O)N